CC(=O)N[C@@H]1[C@H]([C@@H]([C@H](O[C@@H]1O[C@H]2[C@@H]([C@H]([C@@H](O[C@H]2C(=O)[O-])O[C@@H]3[C@H](O[C@@H]([C@@H]([C@H]3O)NS(=O)(=O)[O-])O)COS(=O)(=O)[O-])OS(=O)(=O)[O-])O)CO)O)O The molecule is a carbohydrate acid derivative anion arising from deprotonation of the carboxylic acid and sulfate groups of the repeating units of heparan sulfate N-acetyl-alpha-D-glucosaminide; major species at pH 7.3. It is a carbohydrate acid derivative anion, an organic sulfamate oxoanion and an ionic polymer. It is a conjugate base of a heparan sulfate N-acetyl-alpha-D-glucosaminide.